6-{5-[({2-[(dimethylamino)-methyl]phenyl}methyl)carbamoyl]-6-methoxypyridin-3-yl}-N-methyl-1H-indazole-3-carboxamide CN(C)CC1=C(C=CC=C1)CNC(=O)C=1C=C(C=NC1OC)C1=CC=C2C(=NNC2=C1)C(=O)NC